5-(4-chloro-2-fluoro-phenyl)-2-methyl-7-((2S)-2-(1-methyl-1H-pyrazol-4-yl)-4-morpholinyl)-3-(2,2,2-tri-fluoroethyl)pyrido[4,3-d]pyrimidin-4(3H)-one ClC1=CC(=C(C=C1)C1=NC(=CC=2N=C(N(C(C21)=O)CC(F)(F)F)C)N2C[C@@H](OCC2)C=2C=NN(C2)C)F